NC=1C2=C(N=CN1)C(=NC(=C2)C2CCC2)C=2C(=C(C=CC2C)O)C 3-(4-amino-6-cyclobutylpyrido[3,4-d]pyrimidin-8-yl)-2,4-dimethylphenol